N[C@@H](CC(=O)N)C(=O)N l-aspartamide